ClC=1C=C(C=C(C1F)Cl)C1(CC(=NO1)C1=CC(=C(C(=O)NC2CS(CC2)(=O)=O)C=C1)C)C(F)(F)F 4-(5-(3,5-dichloro-4-fluorophenyl)-5-(trifluoromethyl)-4,5-dihydroisoxazol-3-yl)-N-(1,1-dioxotetrahydrothiophen-3-yl)-2-methylbenzamide